C(C)OCC1(CN(CC1)C(CC)C=1C=CC(=NC1)C)CCC1=CC=CC=C1 5-(1-(3-(ethoxymethyl)-3-phenethylpyrrolidin-1-yl)propyl)-2-methylpyridine